FC=1C=NN2C1N=CC=C2N2CCC1(C(N3[C@H](O1)CC[C@H]3C3=NC=CN=C3)=O)CC2 (5'S,7a'R)-1-(3-fluoropyrazolo[1,5-a]pyrimidin-7-yl)-5'-(pyrazin-2-yl)tetrahydro-3'H-spiro[piperidine-4,2'-pyrrolo[2,1-b][1,3]oxazol]-3'-one